ClC1=NC(=C(C(=N1)C(=O)OC)Cl)N1[C@H](COC[C@H]1C)CO Methyl 2,5-dichloro-6-((cis)-3-hydroxymethyl-5-methyl-morpholin-4-yl)-pyrimidine-4-carboxylate